C1(=CC=C(C=C1)C=CC1=C(C=CC=C1)S(=O)(=O)[O-])C1=CC=C(C=C1)C=CC1=C(C=CC=C1)S(=O)(=O)[O-].[Na+].[Na+] sodium 2,2'-([1,1'-biphenyl]-4,4'-diyldi-2,1-ethendiyl)bis-benzenesulfonate